4-(3-Chloroanilino)-2'-(4-phenoxyphenyl)-2',3'-dihydrospiro[cyclohexane-1,1'-indene]-4-carboxylic acid ClC=1C=C(NC2(CCC3(C(CC4=CC=CC=C34)C3=CC=C(C=C3)OC3=CC=CC=C3)CC2)C(=O)O)C=CC1